Cl.C(C)N=C=NCCCN(C)C 1-ethyl-3-[3-dimethylaminopropyl]carbodiimide-HCl